COCCOC1=CC(=NC2=CC=C(C=C12)NC(=O)C1COC1)C1=CN=C(S1)C N-(4-(2-methoxyethoxy)-2-(2-methylthiazol-5-yl)quinolin-6-yl)oxetan-3-carboxamide